N-(4-(4-amino-6-ethynyl-5-(quinolin-3-yl)-7H-pyrrolo[2,3-d]pyrimidin-7-yl)bicyclo[2.2.1]heptane-1-yl)isoxazole-5-carboxamide NC=1C2=C(N=CN1)N(C(=C2C=2C=NC1=CC=CC=C1C2)C#C)C21CCC(CC2)(C1)NC(=O)C1=CC=NO1